OC1(CCC(CC1)CN1C(N(C=2N=CN(C2C1=O)CC(C)C)C)=O)C(F)(F)F (((1R,4R)-4-hydroxy-4-(trifluoromethyl)cyclohexyl)methyl)-7-isobutyl-3-methyl-1H-purine-2,6(3H,7H)-dione